OCCN1C(C2=C(C=CC=C2CC1(C(F)(F)F)NC1=CC=CC=C1)C)=O 2-(2-Hydroxyethyl)-8-methyl-3-(phenylamino)-3-(trifluoromethyl)-3,4-dihydroisoquinolin-1(2H)-one